cis-2-(N-Isopropylsulfamoyl)-7-methyl-N-(3,4,5-trifluorophenyl)-2,3,3a,4,10,10a-hexahydro-1H,7H-dipyrrolo[3,4-b:3',4'-f][1,4,5]oxathiazocin-8-carboxamid-5,5-dioxid C(C)(C)NS(=O)(=O)N1C[C@H]2NS(C=3C(OC[C@H]2C1)=C(N(C3)C)C(=O)NC3=CC(=C(C(=C3)F)F)F)(=O)=O